C(C1=CC=CC=C1)N(C1=CC=CC=2N(C(NC21)=O)C2CCC(CC2)C(=O)NC2=CC(=C(C=C2)C)OC)CCN(C)C 4-[4-[benzyl-[2-(dimethylamino)ethyl]amino]-2-oxo-3H-benzoimidazol-1-yl]-N-(3-methoxy-4-methyl-phenyl)cyclohexanecarboxamide